ClC=1C=NN(C1)C 4-chloro-1-methyl-1H-pyrazol